tritertbutyl-benzene C(C)(C)(C)C=1C(=C(C=CC1)C(C)(C)C)C(C)(C)C